C1(=CC=CC=C1)[C@H]1[C@@H](CCCC1)O (1R,2S)-2-phenylcyclohexan-1-ol